C(C)OC1=C(C=CC=C1)C1=CC=CC(=N1)C(=O)N 6-(2-ethoxyphenyl)pyridine-2-carboxamide